[2',6'-dimethyl-4'-[(methylphenyl)methyl]-3,6-dimethoxy-biphenyl-2-yl]-(2-methoxyphenyl)-tert-butylphosphine CC1=C(C(=CC(=C1)CC1=C(C=CC=C1)C)C)C1=C(C(=CC=C1OC)OC)P(C(C)(C)C)C1=C(C=CC=C1)OC